6-Fluoro-N-(2-((2R,3S)-2-methylpyrrolidin-3-yl)thieno[2,3-b]pyridin-4-yl)benzo[d]thiazol-5-amine FC1=CC2=C(N=CS2)C=C1NC1=C2C(=NC=C1)SC(=C2)[C@@H]2[C@H](NCC2)C